CC=1C(=NC=C(C1)B1OC(C(O1)(C)C)(C)C)C(=O)N methyl-5-(4,4,5,5-tetramethyl-1,3,2-dioxaborolan-2-yl)pyridine-2-carboxamide